2-(2,6-difluorophenyl)thiazole-4-carboxamide FC1=C(C(=CC=C1)F)C=1SC=C(N1)C(=O)N